FC1(CC1)C(=O)NC1=NN2C(C=CC(=C2)C=2C=C3C=CC=NC3=CC2)=N1 1-fluoro-N-(6-(quinolin-6-yl)-[1,2,4]triazolo[1,5-a]pyridin-2-yl)cyclopropane-1-carboxamide